C(#N)C1=CC(=CC=2N=C(OC21)C=2C(=C(C=CC2)C2=C(C(=CC=C2)NC=2C1=C(N=C(N2)C)C=C(C=N1)CN1C[C@@](CC1)(C)O)C)C)CN1CCCCC1 (S)-1-((7-Cyano-2-(3'-(7-((3-hydroxy-3-methylpyrrolidin-1-yl)methyl)-2-methylpyrido[3,2-d]pyrimidin-4-ylamino)-2,2'-dimethylbiphenyl-3-yl)benzo[d]oxazol-5-yl)methyl)piperidin